N-((2S)-3-cyclobutyl-1-((2-fluoro-4-((S)-1-oxo-1-((2,2,2-trifluoroethyl)amino)propan-2-yl)phenyl)amino)-1-oxopentan-2-yl)-1-ethyl-1H-pyrazole-5-carboxamide C1(CCC1)C([C@@H](C(=O)NC1=C(C=C(C=C1)[C@@H](C(NCC(F)(F)F)=O)C)F)NC(=O)C1=CC=NN1CC)CC